1-(1H-benzo[d]imidazol-5-yl)-5-(4-(4-phenylpiperazin-1-yl)phenyl)imidazolidin-2-one N1C=NC2=C1C=CC(=C2)N2C(NCC2C2=CC=C(C=C2)N2CCN(CC2)C2=CC=CC=C2)=O